C(#N)C1=C(C=CC=C1)CN1CCC(CC1)CCNC(=O)N1[C@@H](CN(CC1)C1=CC(=C(C(=C1)F)F)F)C (2R)-N-(2-{1-[(2-cyanophenyl)methyl]piperidin-4-yl}ethyl)-2-methyl-4-(3,4,5-trifluorophenyl)piperazine-1-carboxamide